C(#N)C=1C2=C(SC1NC(=O)C1CC(C1)C(=O)OC)CCCC2 methyl (1s,3s)-3-((3-cyano-4,5,6,7-tetrahydrobenzo[b]thiophen-2-yl) carbamoyl)cyclobutane-1-carboxylate